C(C)O[C@@H](C(=O)O)C (2R)-2-ethoxypropionic acid